C(C1=C(C(=CC(=C1)C(CC(C)(C)C)(C)C)N1N=C2C(=N1)C=CC=C2)O)C2=C(C(=CC(=C2)C(CC(C)(C)C)(C)C)N2N=C1C(=N2)C=CC=C1)O 2,2'-methylenbis[6-(2H-benzotriazol-2-yl)-4-(1,1,3,3-tetramethylbutyl)phenol]